BrC1=CC=C(S1)C=C1N=C(C(N=C1OCC(CCCCCCCCCC)CCCCCCCC)=CC=1SC(=CC1)Br)OCC(CCCCCCCCCC)CCCCCCCC 2,5-bis((5-bromothien-2-yl)methylene)-3,6-bis((2-octyldodecyl)oxy)-2,5-dihydropyrazine